CS(=O)(=O)CCN(CCC(C(=O)O)NC1=NC(=NC2=CC=CC=C12)C=1C=NC=CC1)CCCCC1=NC=2NCCCC2C=C1 4-((2-(methylsulfonyl)ethyl)(4-(5,6,7,8-tetrahydro-1,8-naphthyridin-2-yl)butyl)amino)-2-((2-(pyridin-3-yl)quinazolin-4-yl)amino)butanoic acid